2-[3-[(3-Chlorophenyl)methyl]-1-[2-[[1-[2-(4-methylpiperazin-1-yl)-2-oxoethyl]pyrazol-4-yl]amino]-[1,2,4]triazolo[1,5-a]pyridin-8-yl]azetidin-3-yl]acetonitril ClC=1C=C(C=CC1)CC1(CN(C1)C=1C=2N(C=CC1)N=C(N2)NC=2C=NN(C2)CC(=O)N2CCN(CC2)C)CC#N